CC1=CC[C@@H](OC1=O)[C@@H](C)C2CC[C@@]3([C@@]2(CCC4=C3CC[C@H]([C@@]4(CCC(=O)OC)COC(=O)C)C(C)(C)O)C)C The molecule is a tricyclic triterpenoid that is 3,4-seco-lanosta-8,24-diene-26,22-olide 3-methylester substituted by an acetoxy group at position 19 and a hydroxy group at position 4. It is isolated from the fruiting bodies of the Vietnamese mushroom Ganoderma colossum and displays inhibitory activity towards the enzyme HIV protease. It has a role as a HIV protease inhibitor and a fungal metabolite. It is an acetate ester, a tertiary alcohol, a tricyclic triterpenoid, a delta-lactone and a methyl ester.